C(#N)CN(C(OC(C)(C)C)=O)C1=CC(=C(C(=C1)Cl)OC=1N=NC(=C(C1)C(C)C)Cl)Cl tert-butyl (cyanomethyl)(3,5-dichloro-4-((6-chloro-5-isopropylpyridazin-3-yl)oxy)phenyl)carbamate